ClC1=CC=C(C=C1)[C@H](C)NC=1N=CC2=C(N1)N(C(C=C2)=O)CC2=C(C=CC=C2)F 2-{[(1S)-1-(4-chlorophenyl)ethyl]amino}-8-(2-fluorobenzyl)pyrido[2,3-d]pyrimidin-7(8H)-one